tert-Butyl (S)-2-(3-(3-((4-bromobenzyl) (cyclopropyl) carbamoyl) piperidin-1-yl)phenoxy)-2-methylpropanoate BrC1=CC=C(CN(C(=O)[C@@H]2CN(CCC2)C=2C=C(OC(C(=O)OC(C)(C)C)(C)C)C=CC2)C2CC2)C=C1